FC1=C(C=C(C(=C1)OCCCCCCCCCCCCCCCCCC)F)S(=O)(=O)C=1C=NC2=CC=C(C=C2C1N1CCC(CC1)N1CCN(CC1)C1CCN(CC1)CC)OC(F)(F)F 3-((2,5-difluoro-4-(octadecyloxy)phenyl)sulfonyl)-4-(4-(4-(1-ethylpiperidin-4-yl)piperazin-1-yl)piperidin-1-yl)-6-(trifluoromethoxy)quinoline